FC1=C(CN2C(N(C(C3=C2SC(=C3CN(C)C)C3=CC=C(C=C3)NC(=O)NOC)=O)C=3N=NC(=CC3)OC)=O)C(=CC=C1)F 1-(4-[1-(2,6-difluorobenzyl)-5-dimethylaminomethyl-3-(6-methoxypyridazin-yl)-2,4-dioxo-1,2,3,4-tetrahydrothieno[2,3-d]pyrimidin-6-yl]phenyl)-3-methoxyurea